2-(3,3-dimethyl-4-(6-oxo-1,6-dihydropyridine-3-carbonyl)piperazin-1-yl)-N-(5-(2,4,5-trifluorophenoxy)pyrazin-2-yl)propanamide CC1(CN(CCN1C(=O)C1=CNC(C=C1)=O)C(C(=O)NC1=NC=C(N=C1)OC1=C(C=C(C(=C1)F)F)F)C)C